(3-fluoro-2-hydroxyphenyl)boric acid FC=1C(=C(C=CC1)OB(O)O)O